CC(CC(C)C)O 1,3-dimethyl-butanol